C(#N)N1N=CC(=C1C(=O)OCC)C ethyl 1-cyano-4-methyl-1H-pyrazole-5-carboxylate